C(#N)C1=C(C(=CC=C1)C(F)(F)F)N(C(=O)OC(C)(C)C)C(=O)OC(C)(C)C Di-tert-butyl [2-cyano-6-(trifluoromethyl)phenyl]-2-imidodicarbonate